[2-[(E)-But-1-enyl]-1,3-benzoxazol-6-yl]-[4-(5-methyloxazolo[4,5-b]pyridin-2-yl)piperazin-1-yl]methanon C(=C\CC)/C=1OC2=C(N1)C=CC(=C2)C(=O)N2CCN(CC2)C=2OC=1C(=NC(=CC1)C)N2